P(=O)(OC(C)C)(OC(C)C)[O-] di(2-propyl) phosphate